5-Bromo-7-methylpyrazolo[1,5-a]pyridine-2-carboxylic acid BrC1=CC=2N(C(=C1)C)N=C(C2)C(=O)O